NC1=C(C2=C(S1)C(=CC=C2C2=C1C=NN3C1=C(C=C2F)C(N2[C@@H](CC3)CNCC2)=O)F)C#N 2-Amino-7-fluoro-4-((S)-2-fluoro-14-oxo-8,8a,9,10,11,12-hexahydro-7H,14H-pyrazino[1',2':5,6][1,5]diazocino[3,2,1-hi]indazol-3-yl)benzo[b]thiophene-3-carbonitrile